[N+](=O)([O-])C1=C(C=CC=C1)N1C(=CC=C1)/C=C/C=N\C(=NN)N N-{(1Z,2e)-3-[1-(2-nitrophenyl)-1H-pyrrol-2-yl]-allylidene}-aminoguanidine